2-[3-Methyl-2-(methylimino)-4-oxo-1,3-thiazolidin-5-yl]acetic acid CN1C(SC(C1=O)CC(=O)O)=NC